3-[3-(benzotriazol-2-yl)-5-tert-butyl-4-hydroxy-phenyl]acrylic acid octyl ester C(CCCCCCC)OC(C=CC1=CC(=C(C(=C1)C(C)(C)C)O)N1N=C2C(=N1)C=CC=C2)=O